4-hydroxy-1-methyl-1,8-naphthyridin-2-one OC1=CC(N(C2=NC=CC=C12)C)=O